C(C)N(C(O)=O)C1=C(C=CC=C1SC)C#N.COC1=CC=C(C=C1)C1=NN2C(NC=3C(=CC=CC3C2=N1)SC)=O 2-(4-methoxyphenyl)-7-(methylsulfanyl)[1,2,4]triazolo[1,5-c]quinazolin-5(6H)-one Ethyl-[2-cyano-6-(methylsulfanyl)phenyl]carbamate